(R)-2-(5-(difluoromethoxy)-4-((6-oxo-5-(trifluoromethyl)-1,6-dihydropyridazin-4-yl)amino)pentyl)-6-(5-(difluoromethyl)pyridin-2-yl)-7,8-difluoroisoquinolin-1(2H)-one FC(OC[C@@H](CCCN1C(C2=C(C(=C(C=C2C=C1)C1=NC=C(C=C1)C(F)F)F)F)=O)NC=1C=NNC(C1C(F)(F)F)=O)F